COC1=CC=C(C=C1)[SiH2]C 1-(4-methoxyphenyl)-1-methylsilane